(S)-2-((tert-butoxycarbonyl)(methyl)amino)-3-(5-fluoro-2-(1-methyl-1H-pyrazol-4-yl)pyridine-3-yl)propanoic acid C(C)(C)(C)OC(=O)N([C@H](C(=O)O)CC=1C(=NC=C(C1)F)C=1C=NN(C1)C)C